2-((2-chloro-6-ethyl-5,6,7,8-tetrahydropyrido[4,3-d]pyrimidin-4-yl)oxy)-1-fluoro-10-methyl-5,6,8,9,10,11-hexahydro-7H-pyrido[3',4':4,5]pyrrolo[2,3-f]isoquinolin-7-one ClC=1N=C(C2=C(N1)CCN(C2)CC)OC=2N=CC=1CCC3=C(C1C2F)NC2=C3C(NCC2C)=O